(R)-2-fluoro-N-(6-fluoro-8-methylisoquinolin-1-yl)-4-(5-methyl-1,3,4-oxadiazol-2-yl)-N-(piperidin-3-yl)benzamide FC1=C(C(=O)N([C@H]2CNCCC2)C2=NC=CC3=CC(=CC(=C23)C)F)C=CC(=C1)C=1OC(=NN1)C